C(=O)([O-])C(O)C(O)C(=O)[O-].[Mn+3].C(=O)([O-])C(O)C(O)C(=O)[O-].C(=O)([O-])C(O)C(O)C(=O)[O-].[Mn+3] manganese(III) tartrate